(E)-3-(furan-2-yl)-1-(2-((E)-2-(furan-2-yl)vinyl)-5-nitro-4-phenyl-4,5-dihydrofuran-3-yl)prop-2-en-1-one O1C(=CC=C1)/C=C/C(=O)C1=C(OC(C1C1=CC=CC=C1)[N+](=O)[O-])\C=C\C=1OC=CC1